4-(4-(2-(dimethylamino)ethoxy)phenyl)piperazine-1-carboxylic acid tert-butyl ester C(C)(C)(C)OC(=O)N1CCN(CC1)C1=CC=C(C=C1)OCCN(C)C